F[C@@H]1CN(C[C@@H]1F)C(=O)[C@@H]1CCCC=2N1C(N(N2)CC2=CC(=NN2CC)C(F)(F)F)=O (5S)-5-{[(3R,4S)-3,4-Difluoropyrrolidin-1-yl]carbonyl}-2-{[1-ethyl-3-(trifluoromethyl)-1H-pyrazol-5-yl]methyl}-5,6,7,8-tetrahydro[1,2,4]triazolo[4,3-a]pyridin-3(2H)-one